NN1C(=NC(=C1C(=O)OCC)C1=CC=C(C=C1)C(NC1=NC=CC(=C1)C)=O)[C@H]1N(CCC1)C(=O)OC(C)(C)C (S)-ethyl 1-amino-2-(1-(tert-butoxycarbonyl) pyrrolidin-2-yl)-4-(4-((4-methylpyridin-2-yl) carbamoyl) phenyl)-1H-imidazole-5-carboxylate